7-(5-hydroxy-4-(hydroxymethyl)pentyl)-3,4-dihydro-1,8-naphthyridine-1(2H)-carboxylic acid tert-butyl ester C(C)(C)(C)OC(=O)N1CCCC2=CC=C(N=C12)CCCC(CO)CO